(2R)-2-(9H-fluoren-9-ylmethoxycarbonylamino)-3-methyl-3-tritylsulfanyl-butanoic acid C1=CC=CC=2C3=CC=CC=C3C(C12)COC(=O)N[C@H](C(=O)O)C(C)(SC(C1=CC=CC=C1)(C1=CC=CC=C1)C1=CC=CC=C1)C